5-(4-(pyridin-3-yl)butyl)pyrimidine-2-carbaldehyde N1=CC(=CC=C1)CCCCC=1C=NC(=NC1)C=O